4-carboxy-3,5-dimethyl-4-carboxy-pyrazol C(=O)(O)C1(C(=NN=C1C)C)C(=O)O